benzyl tert-butyl sulfide C(C)(C)(C)SCC1=CC=CC=C1